C(C)(C)(C)OC(=O)N1CCN(CC1)C=1C=NC(=C(C1)F)Cl.BrC1=C(C(=CC=C1)C(F)(F)F)OC 1-bromo-2-methoxy-3-(trifluoromethyl)benzene tert-butyl-4-(6-chloro-5-fluoropyridin-3-yl)piperazine-1-carboxylate